FC(C1=NN=C2N1C=C(N=C2)C=2C=NC(=CC2)O[C@H](C(C)(F)F)C)(OC)F 3-[difluoro(methoxy)methyl]-6-[6-[(1S)-2,2-difluoro-1-methyl-propoxy]-3-pyridyl]-[1,2,4]triazolo[4,3-a]pyrazine